FC(C1=NC(=NC(=N1)C(F)(F)F)N1[C@@H](C=2NC3=CC=C(C=C3C2CC1)Cl)C[C@H](CO)O)(F)F (2R)-3-[(1R)-2-[4,6-bis(trifluoromethyl)-1,3,5-triazin-2-yl]-6-chloro-1,3,4,9-tetrahydropyrido[3,4-b]indol-1-yl]propane-1,2-diol